2-(dimethylpentyl)-2-oxazoline CC(CCCC)(C=1OCCN1)C